FC(S(=O)(=O)N1C=NC=C1)(F)F 1-trifluoromethanesulfonyl-imidazole